CN1CC2(CC1)CCN(CC2)C=2C1=C(N=C(N2)C2=CC=NC=C2)C(=NC=C1)C#N 4-(2-Methyl-2,8-diazaspiro[4.5]decan-8-yl)-2-(pyridin-4-yl)pyrido[3,4-d]pyrimidine-8-carbonitrile